aminoethyl-aminoethyl-aminopropyl-dimethyl-ethoxysilane NCCC(C)(O[Si](C)(C)CCCN)CCN